3-(3,4-dimethoxyphenyl)-6-(3-fluorophenyl)imidazo[1,2-b]pyridazine COC=1C=C(C=CC1OC)C1=CN=C2N1N=C(C=C2)C2=CC(=CC=C2)F